1-(8-(1-acetylpiperidin-4-yl)-7-(4-(trifluorometh-yl)phenoxy)-3,4-dihydro-isoquinolin-2(1H)-yl)-3-(methylsulfonyl)propan-1-one C(C)(=O)N1CCC(CC1)C=1C(=CC=C2CCN(CC12)C(CCS(=O)(=O)C)=O)OC1=CC=C(C=C1)C(F)(F)F